[Si](C)(C)(C(C)(C)C)OCC1=CN=C(O1)C1CC(CC1)C1=CC(=NN1)NC=1C=CC2=C(CNS2(=O)=O)C1F 5-((5-(3-(5-(((tert-butyldimethylsilyl)oxy)methyl)oxazol-2-yl)cyclopentyl)-1H-pyrazol-3-yl)amino)-4-fluoro-2,3-dihydrobenzo[d]isothiazole 1,1-dioxide